FCC(=O)N(CC(=O)N)NC(=O)[C@H]1N(CCC1)C(=O)C1(CC1)C1=CC=CC=C1 2-[(2-Fluoroacetyl)-[[(2S)-1-(1-phenylcyclopropanecarbonyl)pyrrolidine-2-carbonyl]amino]amino]acetamide